5-[[4-[2-(2-Carbamimidoylhydrazino)-2-oxo-ethyl]-3-fluorophenyl]sulfonyl-amino]thiazol C(N)(=N)NNC(CC1=C(C=C(C=C1)S(=O)(=O)NC1=CN=CS1)F)=O